1-[2-bromo-5-(trifluoromethoxy)phenyl]-2-pyrrolidone BrC1=C(C=C(C=C1)OC(F)(F)F)N1C(CCC1)=O